Calcium Stearyl Alcohol C(CCCCCCCCCCCCCCCCC)O.[Ca]